methyl 5-[3-[4-(3-aminoprop-1-ynyl)-2-fluoro-phenoxy]propyl]-2-[3-(1,3-benzothiazol-2-ylamino)-4-methyl-6,7-dihydro-5H-pyrido[2,3-c]pyridazin-8-yl]thiazole-4-carboxylate NCC#CC1=CC(=C(OCCCC2=C(N=C(S2)N2CCCC3=C2N=NC(=C3C)NC=3SC2=C(N3)C=CC=C2)C(=O)OC)C=C1)F